CC1C(C(C(C1)C)C)(C)C 1,2,2,3,4-pentamethylcyclopentane